C1=CC(=CC2=CC=CC=C12)S(=O)(=O)O 3-naphthalenesulfonic acid